N1C=C(C2=CC=CC=C12)C1=NC(=NC=C1C(F)(F)F)NC=1C=CC(=C(C1)NC(C)=O)NCCN(C)C N-(5-((4-(1H-indol-3-yl)-5-(trifluoromethyl)pyrimidin-2-yl)amino)-2-((2-(dimethylamino)ethyl)amino)phenyl)acetamide